2-phenyl-1-[4-(2-aminoethoxy)-benzyl]-indole C1(=CC=CC=C1)C=1N(C2=CC=CC=C2C1)CC1=CC=C(C=C1)OCCN